methyl ((1R,3R)-3-(6-((5-methoxy-6-(5-(trifluoromethyl)thiazol-2-yl)pyridin-2-yl)amino)-3-(methyl-d3)-2-oxo-2,3-dihydro-1H-imidazo[4,5-c]pyridin-1-yl)cyclopentyl)carbamate COC=1C=CC(=NC1C=1SC(=CN1)C(F)(F)F)NC1=CC2=C(C=N1)N(C(N2[C@H]2C[C@@H](CC2)NC(OC)=O)=O)C([2H])([2H])[2H]